1,1-bis(triethoxysilyl)ethane C(C)O[Si](C(C)[Si](OCC)(OCC)OCC)(OCC)OCC